1-(4-(tert-butoxycarbonyl)benzyl)-1H-pyrazole-4-carboxylic acid C(C)(C)(C)OC(=O)C1=CC=C(CN2N=CC(=C2)C(=O)O)C=C1